FC1=C(C(=C(C(=C1C=C)F)F)F)F 1,2,3,4,5-pentafluoro-6-vinylbenzene